CS(=O)(=O)OCCC=1N=C(OC1C([2H])([2H])[2H])C1=CC=CC=C1 2-(5-(methyl-d3)-2-phenyloxazol-4-yl)ethyl methanesulfonate